N-(9,9-diphenyl-9H-fluoren-2-yl)anilineArachidonic Acid C1(=CC=CC=C1)C1(C2=CC=CC=C2C=2C=CC(=CC12)N(C1=CC=CC=C1)CCCCC\C=C/C\C=C/C\C=C/C\C=C/CCCC(=O)O)C1=CC=CC=C1